(12aS)-10-chloro-8-fluoro-9-(2-fluoro-6-hydroxyphenyl)-7-((2-isopropyl-4-methylpyridin-3-yl)oxy)-1,2,3,4,12,12a-hexahydro-6H-benzo[f]pyrazino[2,1-c][1,4]oxazepin-6-one ClC1=C(C(=C(C=2C(N3[C@H](COC21)CNCC3)=O)OC=3C(=NC=CC3C)C(C)C)F)C3=C(C=CC=C3O)F